NC1=C2N=CN(C2=NC(=N1)Cl)[C@H]1CC[C@H](CC1)NC(=O)C=1SC=C(N1)C N-[cis-4-(6-amino-2-chloro-9H-purin-9-yl)cyclohexyl]-4-methyl-1,3-thiazole-2-carboxamide